tert-butyl N-(8,9-difluoro-6-methoxy-4-oxo-1,2-dihydropyrano[3,4-c]isoquinolin-1-yl)-N-methyl-carbamate FC=1C(=CC=2C3=C(N=C(C2C1)OC)C(OCC3N(C(OC(C)(C)C)=O)C)=O)F